C(C)OC(=O)C=1C=NN(C1)C=1C=NC(=C(C1)F)C1CCC(CC1)(F)F 1-(6-(4,4-Difluorocyclohexyl)-5-fluoropyridin-3-yl)-1H-pyrazole-4-carboxylic acid ethyl ester